methyl 3-((3,5-dichloro-4-((6-chloro-5-phenylpyridazin-3-yl) oxy) phenyl) amino)-3-oxopropanoate ClC=1C=C(C=C(C1OC=1N=NC(=C(C1)C1=CC=CC=C1)Cl)Cl)NC(CC(=O)OC)=O